methyl 3-(((3S-4S)-4-(methoxymethyl)tetrahydrofuran-3-yl)amino)-4-nitrobenzoate COC[C@@H]1[C@@H](COC1)NC=1C=C(C(=O)OC)C=CC1[N+](=O)[O-]